butyl (methylsulfonyl)carbamate CS(=O)(=O)NC(OCCCC)=O